NC1(CCN(CC1)C1=NC(=C2C(=N1)NN=C2C2=C(C(=CC=C2)Cl)Cl)C#N)C=2C=C1C=NNC1=CC2 6-(4-Amino-4-(1H-indazol-5-yl)piperidin-1-yl)-3-(2,3-dichlorophenyl)-1H-pyrazolo[3,4-d]pyrimidine-4-carbonitrile